5-(3-chloro-4-hydroxy-5-methoxybenzylidene)-2-phenyl-1,3-dioxane-4,6-dione ClC=1C=C(C=C2C(OC(OC2=O)C2=CC=CC=C2)=O)C=C(C1O)OC